FC(CNCC(=O)O)F N-(2,2-Difluoroethyl)glycin